OCC1CCN(CC1)C(=O)NC 4-(hydroxymethyl)-N-methylpiperidine-1-carboxamide